C(N)(=O)NN1C(=C(C=C1)F)C(=O)OCC ethyl 1-(carbamoylamino)-3-fluoro-pyrrole-2-carboxylate